5,10,15,20-tetra(pentafluorophenyl)porphyrin iron [Fe].FC1=C(C(=C(C(=C1C=1C2=CC=C(N2)C(=C2C=CC(C(=C3C=CC(=C(C=4C=CC1N4)C4=C(C(=C(C(=C4F)F)F)F)F)N3)C3=C(C(=C(C(=C3F)F)F)F)F)=N2)C2=C(C(=C(C(=C2F)F)F)F)F)F)F)F)F